CN(CC(CNC(C(=C)C)=O)(C)C)C N-(3-dimethylamino-2,2-dimethylpropyl)methacrylamide